fluoroindan-1-ol FC1(CCC2=CC=CC=C12)O